C(=C)S(=O)(=O)OCC=C ethenesulfonic acid, 2-propenyl ester